N1-(2-(dimethylamino)ethyl)-5-isopropoxy-N1-methyl-N4-(4-(3,3,5-trimethyl-2,3-dihydro-1H-pyrrolo[3,2-b]pyridin-1-yl)-1,3,5-triazin-2-yl)benzene-1,2,4-triamine CN(CCN(C=1C(=CC(=C(C1)OC(C)C)NC1=NC=NC(=N1)N1CC(C2=NC(=CC=C21)C)(C)C)N)C)C